BrC1=C(OCCN(C)C)C=C(C(=C1)F)Br 2-(2,5-dibromo-4-fluorophenoxy)-N,N-dimethylethylamine